5'-bromo-4-(3-chloroanilino)-6'-ethoxy-2'-[(2R)-2-methyl-3-{[(5R)-5-methyl-5,6,7,8-tetrahydroquinolin-4-yl]oxy}propyl]-2',3'-dihydrospiro[cyclohexane-1,1'-indene]-4-carboxylic acid BrC=1C=C2CC(C3(C2=CC1OCC)CCC(CC3)(C(=O)O)NC3=CC(=CC=C3)Cl)C[C@H](COC3=CC=NC=1CCC[C@H](C31)C)C